(4-fluorophenyl)(6-(methyl(7H-pyrrolo[2,3-d]pyrimidin-4-yl)amino)-2-azaspiro[3.3]heptan-2-yl)methanone FC1=CC=C(C=C1)C(=O)N1CC2(C1)CC(C2)N(C=2C1=C(N=CN2)NC=C1)C